(R)-2-(3-chloro-4-(6-(1-methylcyclopropoxy)-9-((4-methylpyridin-2-yl)methyl)-9H-purin-8-yl)phenoxy)-1-(3-(hydroxymethyl)pyrrolidin-1-yl)ethan-1-one ClC=1C=C(OCC(=O)N2C[C@@H](CC2)CO)C=CC1C=1N(C2=NC=NC(=C2N1)OC1(CC1)C)CC1=NC=CC(=C1)C